OC1=C(C(=C(C(=O)N2CC3=CC=C(C=C3C2)NC(\C=C\CN(C)C)=O)C(=C1)O)OC)C (E)-N-[2-(4,6-dihydroxy-2-methoxy-3-methyl-benzoyl)isoindolin-5-yl]-4-(dimethylamino)but-2-enamide